C(C1=CC=CC=C1)C1C(=NN(C1=O)C1=CC=CC=C1)C1=CC=CC=C1 4-benzyl-1,3-diphenyl-1H-pyrazol-5(4H)-one